C12COCCC2(O1)C1=NC(=CC=C1)Cl 2-(3,7-dioxabicyclo[4.1.0]hept-6-yl)-6-chloropyridine